2,5-bis(5,5-dimethyl-1,3,2-dioxaborolan-2-yl)thiophene CC1(COB(O1)C=1SC(=CC1)B1OC(CO1)(C)C)C